OC(C)(C)C=1C=C(CN2N=CC3=C(C2=O)N(C2=C3CCN(C2)S(=O)(=O)C)C)C=CC1 3-(3-(2-hydroxy-prop-2-yl)benzyl)-5-methyl-7-(methylsulfonyl)-3,5,6,7,8,9-hexahydro-4H-pyrido[4',3':4,5]pyrrolo[2,3-d]pyridazin-4-one